The molecule is a tetrapeptide composed of L-alanine, two L-leucine units, and L-aspartic acid joined in sequence by peptide linkages. It has a role as a metabolite. It derives from a L-alanine, a L-leucine and a L-aspartic acid. C[C@@H](C(=O)N[C@@H](CC(C)C)C(=O)N[C@@H](CC(C)C)C(=O)N[C@@H](CC(=O)O)C(=O)O)N